2-(Azidomethyl)pyrazole N(=[N+]=[N-])CN1N=CC=C1